N-(2'-chloro-2-cyano-3'-(4,5,6,7-tetrahydropyrazolo[1,5-a]pyrazine-2-carboxamido)biphenyl-3-yl)-1-methyl-4,5,6,7-tetrahydro-1H-imidazo[4,5-c]pyridine-2-carboxamide ClC1=C(C=CC=C1NC(=O)C1=NN2C(CNCC2)=C1)C1=C(C(=CC=C1)NC(=O)C=1N(C2=C(CNCC2)N1)C)C#N